(±)-1-(8-Fluoro-6-(5-fluoro-2-((5-(4-isopropylpiperazin-1-yl)pyridin-2-yl)amino)pyrimidin-4-yl)quinolin-4-yl)ethanol FC=1C=C(C=C2C(=CC=NC12)[C@@H](C)O)C1=NC(=NC=C1F)NC1=NC=C(C=C1)N1CCN(CC1)C(C)C |r|